C(C)N(C(C(C(F)(F)F)F)=O)CC N,N-diethyl-2,3,3,3-tetrafluoropropanamide